(E)-3-(4-(3-fluoropropoxy)phenyl)acrylic acid FCCCOC1=CC=C(C=C1)/C=C/C(=O)O